octadecyl methacrylate stearyl-acrylate C(CCCCCCCCCCCCCCCCC)OC(C=C)=O.C(C(=C)C)(=O)OCCCCCCCCCCCCCCCCCC